C1(CC1)N1C([C@@H](OC2(C1)CCN(CC2)CC2=CC=C(C#N)C=C2)C)=O (S)-4-((4-cyclopropyl-2-methyl-3-oxo-1-oxa-4,9-diazaspiro[5.5]undecan-9-yl)methyl)benzonitrile